6-(1-Fluoro-1-methyl-ethyl)-N-[2-[4-(hydroxymethyl)cyclohexyl]-6-(2-hydroxy-2-methyl-propoxy)indazol-5-yl]pyridine-2-carboxamide FC(C)(C)C1=CC=CC(=N1)C(=O)NC1=CC2=CN(N=C2C=C1OCC(C)(C)O)C1CCC(CC1)CO